4-amino-3-((7-methoxy-3-carbonylisoindolin-5-yl)ethynyl)-1H-pyrazolo[4,3-c]pyridine-7-carbonitrile NC1=NC=C(C2=C1C(=NN2)C#CC=2C=C1C(NCC1=C(C2)OC)=C=O)C#N